β-D-Apiose O[C@H]1[C@H](O)C(CO)(O)CO1